BrC1=CC2=C(N(N=C2C=C1)C)C(F)F 5-bromo-3-(difluoromethyl)-2-methyl-2H-indazole